triethyl(undec-10-en-1-yloxy)silane C(C)[Si](OCCCCCCCCCC=C)(CC)CC